methyl 4-(5-(3-fluoro-5-(imidazo[1,2-a]pyridine-3-carboxamido)-4-methylphenyl)-1,2,4-oxadiazol-3-yl)piperazine-1-carboxylate FC=1C=C(C=C(C1C)NC(=O)C1=CN=C2N1C=CC=C2)C2=NC(=NO2)N2CCN(CC2)C(=O)OC